BrC1=C(C=CC=C1)[C@H]1OCCN(C1)C1=CC(=NC(=N1)N)NC1CC1 (R)-6-(2-(2-bromophenyl)morpholino)-N4-cyclopropylpyrimidine-2,4-diamine